4-nitrodibenzo[b,d]thiophene 5,5-dioxide [N+](=O)([O-])C1=CC=CC2=C1S(C1=C2C=CC=C1)(=O)=O